CC(C)C1=CC2=CC[C@H]3[C@](CCC[C@@]3([C@H]2CC1)C)(C)C=O Abietadienal